2-(1-ethylpropyl)-4-[[5-(4-hydroxy-1-piperidyl)-2-pyridyl]amino]-6H-1,6-naphthyridin-5-one C(C)C(CC)C1=NC=2C=CNC(C2C(=C1)NC1=NC=C(C=C1)N1CCC(CC1)O)=O